8-(cyclohexylmethyl)-4-[(2R)-3-(3,4-dihydro-1H-isoquinolin-2-yl)-2-hydroxy-propyl]-1-methyl-2,3-Dihydro-1,4-benzodiazepine-5-one C1(CCCCC1)CC1=CC2=C(C(N(CCN2C)C[C@@H](CN2CC3=CC=CC=C3CC2)O)=O)C=C1